CC=1C(=CC(=NC1)C(F)(F)F)C=C(C(=O)OCC)C(=O)OCC Diethyl 2-((5-methyl-2-(trifluoromethyl)pyridin-4-yl)methylene)malonate